C(CCCCCCC)(=O)OCCN(C(C1=CC=C(C=C1)CNC(CCN1C(C=CC1=O)=O)=O)=O)CC(=O)OC(C)(C)C 2-(N-(2-(tert-Butoxy)-2-oxoethyl)-4-((3-(2,5-dioxo-2,5-dihydro-1H-pyrrol-1-yl)propanamido)methyl)benzamido)ethyl octanoate